N-(2-{[(2S)-3-(5-chloro-1'H-spiro[1,3-benzodioxole-2,4'-piperidin]-1'-yl)-2-hydroxypropyl]oxy}-4-hydroxyphenyl)acetamide ClC1=CC2=C(OC3(CCN(CC3)C[C@@H](COC3=C(C=CC(=C3)O)NC(C)=O)O)O2)C=C1